FC1=C(CN2[C@@H](CCC2=O)CC(=O)N[C@@H](C(C)C)C(=O)OCC=C)C=CC=C1F Allyl (2-((S)-1-(2,3-difluorobenzyl)-5-oxopyrrolidin-2-yl)acetyl)-L-valinate